1-(4-(4-(5-(2,4,6-trichlorophenyl)-4,5-dihydroisoxazol-3-yl)thiazol-2-yl)piperidin-1-yl)-2-((2-(trifluoromethyl)pyrimidin-4-yl)oxy)ethan-1-one ClC1=C(C(=CC(=C1)Cl)Cl)C1CC(=NO1)C=1N=C(SC1)C1CCN(CC1)C(COC1=NC(=NC=C1)C(F)(F)F)=O